(S)-7-((S)-5-Chloro-6-fluoro-2-phenyl-2-((S)-pyrrolidin-2-yl)-2,3-dihydrobenzofuran-4-yl)-2,8-difluoroimidazo[1,2-a]pyridine-6-carboxamide ClC=1C(=CC2=C(C[C@@](O2)([C@H]2NCCC2)C2=CC=CC=C2)C1C1=C(C=2N(C=C1C(=O)N)C=C(N2)F)F)F